ClC1=CC(=C(COC2=CC=CC(=N2)C2=C(C=C(CC3=NC4=C(N3CCOC)C=CC=C4)C=C2)C)C=C1)F 2-(4-(6-(4-Chloro-2-fluorobenzyloxy)pyridin-2-yl)-3-methylbenzyl)-1-(2-methoxyethyl)-1H-benzo[d]imidazol